CC1=C(C(=O)P(C2=C(C=C(C=C2)OCCCCC)OCCCCC)(C(C2=C(C=C(C=C2C)C)C)=O)=O)C(=CC(=C1)C)C bis(2,4,6-trimethylbenzoyl)-(2,4-bis-pentoxyphenyl)phosphine oxide